OCCN(S(=O)(=O)C=1C=NN2C1CN(CC2)C(=O)C=2NC1=CC=CC=C1C2)C N-(2-hydroxyethyl)-5-(1H-indole-2-carbonyl)-N-methyl-4H,5H,6H,7H-pyrazolo[1,5-a]pyrazine-3-sulfonamide